1-{[(2S,4R)-4-fluoro-5-oxopyrrolidin-2-yl]methoxy}-7-(propan-2-yloxy)isoquinoline-6-carboxamide F[C@@H]1C[C@H](NC1=O)COC1=NC=CC2=CC(=C(C=C12)OC(C)C)C(=O)N